ClC1=NC=CC(=N1)CC(=O)C=1C(=C(C=CC1)NC([O-])=O)F {3-[2-(2-chloropyrimidin-4-yl)acetyl]-2-fluorophenyl}carbamate